(4-(azidomethyl)piperidin-1-yl)-2-methyl-6-toluenesulfonyl-1,6-dihydroimidazo[4,5-d]pyrrolo[2,3-b]pyridine N(=[N+]=[N-])CC1CCN(CC1)N1C(=NC=2C1=C1C(=NC2)N(C=C1)S(=O)(=O)CC1=CC=CC=C1)C